(4S,5S)-N-(1-cyano-3-hydroxypropyl)-7-ethyl-4-(5-fluorosilin-2-yl)-N-methyl-6-oxo-1-phenyl-5-(3-(trifluoromethyl)benzamido)-4,5,6,7-tetrahydro-1H-pyrazolo[3,4-b]pyridine-3-carboxamide C(#N)C(CCO)N(C(=O)C1=NN(C=2N(C([C@H]([C@H](C21)C2=[SiH]C=C(C=C2)F)NC(C2=CC(=CC=C2)C(F)(F)F)=O)=O)CC)C2=CC=CC=C2)C